bis(methyl)(9-methyl-8-decenyloxy)silane C[SiH](OCCCCCCCC=C(C)C)C